ClC1=CC(=NC=C1OC[C@](CC(C)C)(N)C)C1=CC=NC=C1 (S)-1-((4-chloro-[2,4'-bipyridinyl]-5-yl)oxy)-2,4-dimethylpentan-2-amine